3-(7-bromo-2,3-dihydrobenzo[b][1,4]dioxin-6-yl)-1-(1-(4-chlorophenyl)ethyl)-1-methylurea BrC=1C(=CC2=C(OCCO2)C1)NC(N(C)C(C)C1=CC=C(C=C1)Cl)=O